CC1=CC=C(C=C1)S(=O)(=O)OCCCCCCCCO 8-Hydroxyoctyl 4-methylbenzenesulfonate